2-(6-(((1S,2R,3R,5R)-2-fluoro-1,5,8-trimethyl-8-azabicyclo[3.2.1]octan-3-yl)(methyl)amino)pyridazin-3-yl)-5-(1H-imidazol-1-yl)phenol F[C@H]1[C@@]2(CC[C@](C[C@H]1N(C1=CC=C(N=N1)C1=C(C=C(C=C1)N1C=NC=C1)O)C)(N2C)C)C